NCCCCCCC#CC1=C(C(=O)O)C=C(C=C1)NC(CCN)=O 2-(8-aminooct-1-yn-1-yl)-5-(3-aminopropanamido)benzoic acid